(S)-N-((S)-1-(6-chloro-5-fluoro-1-neopentyl-1H-pyrrolo[2,3-b]pyridin-3-yl)-2,2-difluoroethyl)-2-methylpropane-2-sulfinamide ClC1=C(C=C2C(=N1)N(C=C2[C@@H](C(F)F)N[S@@](=O)C(C)(C)C)CC(C)(C)C)F